tert-butyl 6-[[4-[8-(5-acetyl-1-tetrahydropyran-4-yl-6,7-dihydro-4H-pyrazolo[4,3-c]pyridin-3-yl)-3-isoquinolyl]pyrazol-1-yl]methyl]-2-azaspiro[3.3]heptane-2-carboxylate C(C)(=O)N1CC2=C(CC1)N(N=C2C=2C=CC=C1C=C(N=CC21)C=2C=NN(C2)CC2CC1(CN(C1)C(=O)OC(C)(C)C)C2)C2CCOCC2